1-ethoxy-1-decene C(C)OC=CCCCCCCCC